7-(4-bromo-3-chloro-benzoyl)-3-oxo-2-(4-pyrazol-1-ylphenyl)-N-[rac-(1R)-1-(2-fluoro-4-methoxy-phenyl)ethyl]-6,8-dihydro-5H-imidazo[1,5-a]pyrazine-1-carboxamide BrC1=C(C=C(C(=O)N2CC=3N(CC2)C(N(C3C(=O)N[C@H](C)C3=C(C=C(C=C3)OC)F)C3=CC=C(C=C3)N3N=CC=C3)=O)C=C1)Cl |r|